[C@H]12CN(C[C@H](CC1)N2)C=2C1=C(N=C(N2)OC[C@H]2N(CCC2)C)N=C(C=C1)C1=CC=CC2=CC=CC(=C12)Cl 4-((1R,5S)-3,8-diazabicyclo[3.2.1]oct-3-yl)-7-(8-chloronaphthalen-1-yl)-2-(((S)-1-methylpyrrolidin-2-yl)methoxy)pyrido[2,3-d]pyrimidine